C(C1=CC=CC=C1)N1CC=2N=C(N=C(C2CC1)O)O 7-benzyl-5,6,7,8-tetrahydropyrido[3,4-d]pyrimidin-2,4-diol